NC=1C=CC2=C(N(CN2)C)C1 6-amino-1-methyl-1,3-dihydro-2H-benzo[d]imidazol